[Br-].CC=1C=C(OCCCOP)C=CC1 m-methylphenoxypropoxyphosphine bromide